C(C=C)(=O)N1CCN(CC1)C=1C2=C(N=CN1)C=CC(=N2)C=2C=C(C(=NC2)OC)NS(=O)(=O)C2=C(C=CC=C2F)F N-(5-(4-(4-acryloyl-piperazin-1-yl)pyrido[3,2-d]pyrimidin-6-yl)-2-methoxy-pyridin-3-yl)-2,6-difluoro-benzene-sulfonamide